N-(1-(5-(3-((5-cyano-4-(4-fluorophenyl)thiazol-2-yl)(methyl)amino)-2-ethylimidazo[1,2-a]pyridin-6-yl)pyrimidin-2-yl)piperidin-4-yl)piperidine-4-carboxamide C(#N)C1=C(N=C(S1)N(C1=C(N=C2N1C=C(C=C2)C=2C=NC(=NC2)N2CCC(CC2)NC(=O)C2CCNCC2)CC)C)C2=CC=C(C=C2)F